(R)-N-(3-((4-amino-1-(piperidin-4-yl)-1H-pyrazolo[3,4-d]pyrimidin-3-yl)ethynyl)-4-methylphenyl)-3-phenylisoxazolidin-2-carboxamide NC1=C2C(=NC=N1)N(N=C2C#CC=2C=C(C=CC2C)NC(=O)N2OCC[C@@H]2C2=CC=CC=C2)C2CCNCC2